O1CCOCC1.B(F)(F)F boron trifluoride dioxane salt